sodium (oxamate) C(C(=O)N)(=O)[O-].[Na+]